3-(4-methylpiperazin-1-yl)-2-phenylpropanoic acid CN1CCN(CC1)CC(C(=O)O)C1=CC=CC=C1